BrCC1=C(C(=CC(=C1)Cl)Cl)O 2-bromomethyl-4,6-dichlorophenol